ClC1=CC=C(OC(C(=O)NC2=CC(=CC=C2)C2=CSC(=C2)C(N)=NO)(C)C)C=C1 2-(4-chlorophenoxy)-N-(3-(5-(N'-hydroxycarbamimidoyl)thiophen-3-yl)phenyl)-2-methylpropanamide